tert-butyl 3-(2-hydroxy ethoxy)propanoate OCCOCCC(=O)OC(C)(C)C